1-acetoacetylindole C(CC(=O)C)(=O)N1C=CC2=CC=CC=C12